FC(C1=CC=C(CN2C=NC3=NC=C(C=C32)NC(C=C)=O)C=C1)(F)F N-(1-(4-(trifluoromethyl)benzyl)-1H-imidazo[4,5-b]pyridin-6-yl)acrylamide